(3,5-dibromo-4-hydroxyphenyl)(2-ethyl-5-methoxy-1-methyl-1H-pyrrolo[2,3-c]pyridin-3-yl)methanone BrC=1C=C(C=C(C1O)Br)C(=O)C1=C(N(C2=CN=C(C=C21)OC)C)CC